C(C)(C)(C)OC(NC1=CC(=NC=C1)C(C)(F)F)=O N-[2-(1,1-difluoroethyl)pyridin-4-yl]carbamic acid tert-butyl ester